CC1(C)CCCC(C)=C1\C=C\C(\C)=C\C=C\C(\C)=C\C=C\C=C(/C)\C=C\C=C(/C)\C=C\C1C(C)=CCCC1(C)C α-carotene